C(=C)C1CC2=C(CC1)O2 4-vinyl-1,2-epoxycyclohexene